CN(C1(CCC2(CN(C(N2)=O)C=2C=NC(=NC2)C#N)CC1)C1=CC=CC=C1)C 5-(cis-8-(dimethylamino)-2-oxo-8-phenyl-1,3-diazaspiro[4.5]decan-3-yl)-pyrimidine-2-carbonitrile